O=C1NC(CCC1N1C(C2=CC=C(C=C2C1)CNC(=O)C1CNC2=CC=CC=C2C1)=O)=O N-((2-(2,6-dioxopiperidin-3-yl)-1-oxoisoindolin-5-yl)methyl)-1,2,3,4-tetrahydroquinoline-3-carboxamide